(S)-2-amino-3-methyl-butyric acid (2R,3R,11bR)-3-isobutyl-9,10-dimethoxy-1,3,4,6,7,11-hexahydro-2H-pyrido[2,1-a]isoquinolin-2-yl ester C(C(C)C)[C@H]1[C@@H](CC=2N(CCC3=CC(=C(CC23)OC)OC)C1)OC([C@H](C(C)C)N)=O